spiro[3.3]heptane-2,6-dione C1C(CC12CC(C2)=O)=O